propenylether C(=CC)OC=CC